5-chloro-2-fluoro-3-((1-((6-(1-hydroxyethyl)-2-methoxypyridin-3-yl)methyl)-6-oxo-4-(1,1,2,2-tetrafluoroethyl)-1,6-dihydropyrimidin-5-yl)oxy)benzonitrile ClC=1C=C(C(=C(C#N)C1)F)OC1=C(N=CN(C1=O)CC=1C(=NC(=CC1)C(C)O)OC)C(C(F)F)(F)F